(2-fluoro-6-methoxyphenyl)-N-(4-(4-methylpiperazin-1-yl)benzyl)-1H-pyrazolo[3,4-c]pyridin-3-amine FC1=C(C(=CC=C1)OC)N1N=C(C=2C1=CN=CC2)NCC2=CC=C(C=C2)N2CCN(CC2)C